methyl-(E)-3-(4-hydroxy-2-methylphenyl)acrylic acid C/C(/C(=O)O)=C\C1=C(C=C(C=C1)O)C